Germanyl Boronate B(O[GeH3])[O-]